N-Methylpyrrolidinon CN1CCCC1=O